ClC=1C=C(C=C(C1)NS(=O)(=O)C)NC(=O)C=1C=NN(C1)C1=NC=CC=C1OCC1=CC=C(C=C1)F N-(3-chloro-5-(methylsulfonamido)phenyl)-1-(3-((4-fluorobenzyl)oxy)pyridin-2-yl)-1H-pyrazole-4-carboxamide